C1(=CC=CC=C1)C=1NC(=NN1)SCC(=O)C1=CC=C(CCNC(C)=O)C=C1 N-(4-(2-((5-phenyl-4H-1,2,4-triazol-3-yl)thio)acetyl)phenethyl)acetamide